N-methylacetamide monotrifluoroacetate FC(C(=O)O)(F)F.CNC(C)=O